arachidyl montanate C(CCCCCCCCCCCCCCCCCCCCCCCCCCC)(=O)OCCCCCCCCCCCCCCCCCCCC